FC1SC2=C(COC1)C(=CC(=C2)C(=O)O)F 2,6-difluoro-3,5-dihydro-2H-4,1-benzoxathiepine-8-carboxylic acid